5,6-diacetoxy-7-hydroxyflavone C(C)(=O)OC1=C2C(C=C(OC2=CC(=C1OC(C)=O)O)C1=CC=CC=C1)=O